COC=1C=C(C=CC1OC)/C=C/C(=O)C1=CC=C(C=C1)S(=O)(=O)NCCC(=O)O 3-[[4-[(E)-3-(3,4-Dimethoxyphenyl)prop-2-enoyl]phenyl]sulfonylamino]propanoic acid